1-(4-methoxybenzyl)-5-methyl-3-(trifluoromethyl)-4,5-dihydro-1H-imidazo[1,5-a]pyrazolo[3,4-c]pyridine COC1=CC=C(CN2N=C(C3=C2C=2N(C(C3)C)C=NC2)C(F)(F)F)C=C1